Cl.COC1=CC=C(C=C1)NC1N(C(=NC(=N1)N)N1CCOCC1)C1=CC=C(C=C1)C N-(4-Methoxyphenyl)-6-morpholine-4-yl-N1-p-tolyl-[1,3,5]triazine-2,4-diamine hydrochloride